3-bromo-2-(3-methoxypyridin-4-yl)-7-methyl-1-(4-methylbenzene-1-sulfonyl)-1H-pyrrolo[3,2-b]pyridine BrC1=C(N(C=2C1=NC=CC2C)S(=O)(=O)C2=CC=C(C=C2)C)C2=C(C=NC=C2)OC